N-((1s,3s)-3-(6-((1-(3-(4-(2-(2,6-dioxopiperidin-3-yl)-1,3-dioxoisoindoline-4-yl)piperazin-1-yl)propyl)piperidin-4-yl)amino)-9H-purin-9-yl)cyclobutyl)-6-methylpicolinamide O=C1NC(CC[C@@H]1N1C(C2=CC=CC(=C2C1=O)N1CCN(CC1)CCCN1CCC(CC1)NC1=C2N=CN(C2=NC=N1)C1CC(C1)NC(C1=NC(=CC=C1)C)=O)=O)=O